CC1=NOC(=C1C=1C=C2C(=NN(C2=CC1)C1OCCCC1)NC1=C(C=C(C=C1)F)OC)C 5-(3,5-dimethylisoxazol-4-yl)-N-(4-fluoro-2-methoxyphenyl)-1-(tetra-hydro-2H-pyran-2-yl)-1H-indazol-3-amine